NC1=C2N=CN(C2=NC(=N1)Cl)[C@H]1[C@H]([C@@H]([C@H](O1)COC(C(=O)O)(C(=O)O)CC1=CC=C(C=C1)C(=O)O)O)F 2-(((2R,3R,4S,5R)-5-(6-amino-2-chloro-9H-purin-9-yl)-4-fluoro-3-hydroxytetrahydro-furan-2-yl)methoxy)-2-(4-carboxybenzyl)-malonic acid